(R)-1-(((3-Butyl-3-ethyl-5-(4-fluorophenyl)-7-(methylthio)-1,1-dioxido-2,3,4,5-tetrahydro-1,5-benzothiazepin-8-yl)oxy)methyl)cyclopropan C(CCC)[C@]1(CS(C2=C(N(C1)C1=CC=C(C=C1)F)C=C(C(=C2)OCC2CC2)SC)(=O)=O)CC